(2-{[[hydroxyimino]-(3-methoxy-phenyl)-methyl]-carbamoyl}-ethyl)-carbamic acid tert-butyl ester C(C)(C)(C)OC(NCCC(NC(C1=CC(=CC=C1)OC)=NO)=O)=O